1-(2-(2-benzyl-4-methylphenoxy)propyl)-4-methylpiperazine hydrochloride Cl.C(C1=CC=CC=C1)C1=C(OC(CN2CCN(CC2)C)C)C=CC(=C1)C